(R)-1-(3-(difluoromethyl)-2-methylphenyl)prop-2-yn-1-amine FC(C=1C(=C(C=CC1)[C@@H](C#C)N)C)F